pivaloyl-hydroxylamine triflate OS(=O)(=O)C(F)(F)F.C(C(C)(C)C)(=O)NO